COC1=C2C=CC=[N+](C2=CC=N1)[O-] 5-methoxy-1,6-naphthyridine 1-oxide